NC\C=C(\CN1C=NC2=C1C=C(C=C2C=2C=C(C=CC2OC)S(=O)(=O)NC)C#N)/F (Z)-3-(1-(4-amino-2-fluoro-but-2-en-1-yl)-6-cyano-1H-benzo[d]imidazol-4-yl)-4-methoxy-N-methylbenzenesulfonamide